C(C)OC(=O)C=1C=NC2=C(C(=CC=C2C1N1CCOCC1)F)C1=CC(=CC(=C1)Cl)Cl 8-(3,5-dichlorophenyl)-7-fluoro-4-morpholinoquinoline-3-carboxylic acid ethyl ester